C(C)C=1C(=CC=C2C=C(C=C(C12)C1=C(C=2N=C(N=C(C2C=N1)N1CC(CCC1)C(=O)N)OC[C@]12CCCN2C[C@@H](C1)F)F)O)F 1-(7-(8-ethyl-7-fluoro-3-hydroxynaphthalen-1-yl)-8-fluoro-2-(((2R,7aS)-2-fluorohexahydro-1H-pyrrolizin-7a-yl)methoxy)pyrido[4,3-d]pyrimidin-4-yl)piperidine-3-carboxamide